N1C(=NC=C1)NC1=CC(=C(C=C1)C1=CC=C(S1)[C@@H]1CC[C@H](CC1)NC(OC(C)C)=O)S(=O)(=O)N1CCCC1 isopropyl trans-N-[4-[5-[4-(1H-imidazol-2-ylamino)-2-pyrrolidin-1-ylsulfonyl-phenyl]thiaol-2-yl]cyclohexyl]carbamate